N-(1,3-thiazol-2-yl)furo[2,3-d]pyrimidine-5-carboxamide S1C(=NC=C1)NC(=O)C1=COC=2N=CN=CC21